3-butyl-5-[2-(2-fluorophenyl)-5-phenyl-3H-imidazol-4-yl]-3H-imidazo[4,5-b]pyridin-2-ylamine dimesylate S(C)(=O)(=O)O.S(C)(=O)(=O)O.C(CCC)N1C(=NC=2C1=NC(=CC2)C=2NC(=NC2C2=CC=CC=C2)C2=C(C=CC=C2)F)N